C1(=CC=CC=C1)C(C(=O)O)N(C)C=1SC=CC1 2-phenyl-2-(2-thienyl-methylamino)acetic acid